1,4,7-triazacycloundecane N1CCNCCNCCCC1